O1C2=C(OCC1)C=C(C=C2)C2=C1C=CN(C1=CC=C2)C=2N=C(C=C1C=C(C=NC21)C=O)C 8-(4-(2,3-dihydrobenzo[b][1,4]dioxin-6-yl)-1H-indol-1-yl)-6-methyl-1,7-naphthyridine-3-carbaldehyde